7-ethyl-5-morpholinopyrazolo[1,5-a]Pyrimidine-3-carboxylic acid ethyl ester C(C)OC(=O)C=1C=NN2C1N=C(C=C2CC)N2CCOCC2